6-(1-(3-Chloropyridin-2-yl)-3-(trifluoromethyl)-1H-pyrazol-5-carboxamido)-5-methyl-N-(1,1,1-trifluoropropan-2-yl)pyrazolo[1,5-a]pyridin-7-carboxamid ClC=1C(=NC=CC1)N1N=C(C=C1C(=O)NC=1C(=CC=2N(C1C(=O)NC(C(F)(F)F)C)N=CC2)C)C(F)(F)F